ClC1=CN=C(N1C)CCC(=O)N1C[C@H](CCC1)N(C)C (S)-3-(5-chloro-1-methyl-1H-imidazol-2-yl)-1-(3-(dimethylamino)piperidin-1-yl)propan-1-one